2-bromo-N'-[5-[6-(1-ethyl-2,2-difluoro-propoxy)-3-pyridinyl]pyrazin-2-yl]-2,2-difluoro-acetohydrazide BrC(C(=O)NNC1=NC=C(N=C1)C=1C=NC(=CC1)OC(C(C)(F)F)CC)(F)F